C(#N)C1=C(C=C(C(N1C1=CC=C(C=C1)F)=O)C(=O)N)C1CC1 6-cyano-1-(4-fluorophenyl)-5-cyclopropyl-2-oxo-1,2-dihydropyridine-3-carboxamide